methyl 2-methyl-α-cyanocinnamate CC1=C(C=C(C(=O)OC)C#N)C=CC=C1